(S)-N1-(7-(3-aminoprop-1-yn-1-yl)-5-methyl-4-oxo-2,3,4,5-tetrahydrobenzo[b][1,4]oxazepin-3-yl)-N2-phenethyloxalamide hydrochloride Cl.NCC#CC1=CC2=C(OC[C@@H](C(N2C)=O)NC(C(=O)NCCC2=CC=CC=C2)=O)C=C1